1-amino-cyclopentanecarboxylic acid NC1(CCCC1)C(=O)O